C(C)C1=C(C(=NO1)C(=O)N)C1=CC=C(C=C1)CN1CCOCC1 ethyl-4-[4-(4-morpholinylmethyl)phenyl]-3-Isoxazolecarboxamide